4-(4-(6-((5-Hydroxypentyl)oxy)pyridin-3-yl)piperidin-1-yl)-2-(trifluoromethyl)-benzonitrile OCCCCCOC1=CC=C(C=N1)C1CCN(CC1)C1=CC(=C(C#N)C=C1)C(F)(F)F